COC1=CC=C(C=C1)C(OC[C@]1(O[C@H](CN(C1)C1CCCCC1)N1C=2N=C(NC(C2N=C1)=O)NC(C(C)C)=O)CO[Si](C(C)C)(C(C)C)C(C)C)(C1=CC=CC=C1)C1=CC=C(C=C1)OC N-[9-[(2R,6S)-6-[[bis(4-methoxyphenyl)-phenyl-methoxy]methyl]-4-cyclohexyl-6-(triiso-propylsilyloxymethyl)morpholin-2-yl]-6-oxo-1H-purin-2-yl]-2-methyl-propanamide